tert-butyl 3,3-difluoro-4-[[4-(methylamino)-2-methylsulfanyl-pyrimidin-5-yl]methylamino]-2,4-dihydroquinoline-1-carboxylate FC1(CN(C2=CC=CC=C2C1NCC=1C(=NC(=NC1)SC)NC)C(=O)OC(C)(C)C)F